I.C(CC1=CC=CC=C1)N phenethylamine hydrogen iodide salt